CC1(OB(OC1C)C=1C=NN(C1)C1CC2(C1)CCN(CC2)C(=O)OC(C)(C)C)C Tert-butyl 2-[4-(4,4,5-trimethyl-1,3,2-dioxaborolan-2-yl) pyrazol-1-yl]-7-azaspiro[3.5]nonane-7-carboxylate